C(C)C=1C(OC2=C(C1)C=CC=C2)=O ethyl-benzopyrone